(2-Cyclopropylethyl)-2-ethoxy-4-(pyridin-2-yl)-1H-imidazole-1-carboxamide C1(CC1)CCC1=C(N=C(N1C(=O)N)OCC)C1=NC=CC=C1